N1-(3-(N-(tert-butyl)sulfamoyl)phenyl)-N4-methyl-2-(6-azaspiro[2.5]octan-6-yl)terephthalamide C(C)(C)(C)NS(=O)(=O)C=1C=C(C=CC1)NC(C1=C(C=C(C(=O)NC)C=C1)N1CCC2(CC2)CC1)=O